COC(=O)C1(CCN(CC1)C1=C(C=C(C=C1)C(F)(F)F)C#N)C=1C=NC(=CC1)C=1N(C=CC1)CC 1-[2-cyano-4-(trifluoromethyl)phenyl]-4-[6-(1-ethyl-1H-pyrrol-2-yl)pyridin-3-yl]piperidine-4-carboxylic acid methyl ester